4-(Benzyloxy)-2-(2-fluoroprop-2-yl)pyrimidine C(C1=CC=CC=C1)OC1=NC(=NC=C1)C(C)(C)F